C(CCCCCCCCCCC)(=O)C([C@@H]([C@@H]1C(=C(C(=O)O1)O)O)O)O 6-dodecanoyl-ascorbic acid